(3aR,5s,6aS)-N-(6-(3-fluorophenyl)-4-methylpyridazin-3-yl)-2-((tetrahydro-2H-pyran-4-yl)methyl-d2)octahydrocyclopenta[c]pyrrol-5-amine FC=1C=C(C=CC1)C1=CC(=C(N=N1)NC1C[C@@H]2[C@@H](CN(C2)C([2H])([2H])C2CCOCC2)C1)C